(E)-1-acetyl-6-chloro-3-(pyridine-4-yl-methylene)indole C(C)(=O)N1C/C(/C2=CC=C(C=C12)Cl)=C/C1=CC=NC=C1